3-fluoro-4-methyl-4,5,6,7-tetrahydropyrazolo[1,5-a]pyrazine FC=1C=NN2C1C(NCC2)C